2-(2,6-dimethylphenoxy)-2-oxo-acetic acid CC1=C(OC(C(=O)O)=O)C(=CC=C1)C